COC(CC=1N(C=C(N1)Br)CCN(C)C(=O)OC(C)(C)C)=O 2-[4-bromo-1-[2-[tert-butoxycarbonyl-(methyl)amino]ethyl]imidazol-2-yl]acetic acid methyl ester